DIMETHYL-3-CYCLOHEXENE-1-CARBALDEHYDE CC1=C(CC(CC1)C=O)C